tert-butyl (2s)-2-((tert-butoxycarbonyl)amino)-4-(4,4,4-trifluoro-3-hydroxy-3-(2-vinylphenyl)butylsulfonimidoyl)butanoate C(C)(C)(C)OC(=O)N[C@H](C(=O)OC(C)(C)C)CCS(=O)(=N)CCC(C(F)(F)F)(C1=C(C=CC=C1)C=C)O